Cl.N1CC(CCC1)N1N=CC(=N1)C1=CN(CCS1)C=1C2=C(N=CN1)NC=C2 6-(2-(Piperidin-3-yl)-2H-1,2,3-triazol-4-yl)-4-(7H-pyrrolo[2,3-d]pyrimidin-4-yl)-3,4-dihydro-2H-1,4-thiazine hydrochloride